COC(C1=C(C=CC(=C1)C1CC1)COC1=C(C=C(C=C1)C(F)(F)F)Cl)=O ((2-chloro-4-(trifluoromethyl)phenoxy)methyl)-5-cyclopropylbenzoic acid methyl ester